2-(4-(tert-Butyl)phenyl)-3-phenyl-2H-indazole C(C)(C)(C)C1=CC=C(C=C1)N1N=C2C=CC=CC2=C1C1=CC=CC=C1